1-(4-amino-2-fluorophenyl)-N,N-dimethylpiperidin-4-amine NC1=CC(=C(C=C1)N1CCC(CC1)N(C)C)F